C(C)(C)(C)N(CC(=O)O)C(=O)[C@@H]1[C@H](N(C(C1)=O)C)C=1C=NC=CC1.C(C)N(C(C1=CC=C(C=C1)C1=CC(=C2C(=N1)N=CO2)NCCCN2CCCCC2)=O)CC N,N-diethyl-4-(7-((3-(piperidin-1-yl)propyl)amino)oxazolo[4,5-b]pyridin-5-yl)benzamide tert-butyl-((2S,3S)-1-methyl-5-oxo-2-(pyridin-3-yl)pyrrolidine-3-carbonyl)glycinate